dimethylaminopropyl-trimethylammonium chloride [Cl-].CN(C)CCC[N+](C)(C)C